ClC=1C=C(N)C=C(C1)C(C)C 3-chloro-5-isopropyl-aniline